7-Chloro-4-(1-(5-(methoxymethyl)pyrimidin-2-yl)piperidin-4-yl)-1-methyl-1,4-dihydropyrido[2,3-b]pyrazine-2,3-dione ClC1=CC2=C(N(C(C(N2C)=O)=O)C2CCN(CC2)C2=NC=C(C=N2)COC)N=C1